methyl (R)-6-(((2,2-difluoro-1-(hydroxymethyl)cyclopropyl)methyl)(methyl)amino)hexanoate FC1([C@@](C1)(CO)CN(CCCCCC(=O)OC)C)F